tert-Butyl (S)-3-((4-(((R)-1-phenylethyl)amino)pyrido[3,2-d]pyrimidin-6-yl)oxy)pyrrolidine-1-carboxylate C1(=CC=CC=C1)[C@@H](C)NC=1C2=C(N=CN1)C=CC(=N2)O[C@@H]2CN(CC2)C(=O)OC(C)(C)C